FC1=C(C(=CC(=C1)C(C)(C)O)F)C1=C(C=CC(=N1)C(=O)N)F 6-[2,6-difluoro-4-(1-hydroxy-1-methylethyl)phenyl]-5-fluoropyridine-2-carboxamide